methyl 3-((2-((S)-(1-ethyl-1H-pyrazole-5-carboxamido)((1r,4S)-4-methylcyclohexyl)methyl)imidazo[1,2-b]pyridazin-6-yl)methyl)-4-methyl-2-oxopiperidine-3-carboxylate C(C)N1N=CC=C1C(=O)N[C@H](C=1N=C2N(N=C(C=C2)CC2(C(NCCC2C)=O)C(=O)OC)C1)C1CCC(CC1)C